ClC1=C(C(=C(C2=CC=CC=C12)C1=C(C=CC2=CC=CC=C12)P(C1=CC(=CC(=C1)C)C)C1=CC(=CC(=C1)C)C)P(C1=CC(=CC(=C1)C)C)C1=CC(=CC(=C1)C)C)Cl dichloro[(S)-(-)-2,2'-bis[di(3,5-xylyl)phosphino]-1,1'-binaphthyl]